P(=O)(OC(C)CCCCCCCCCCC)([O-])[O-] secondary tridecyl phosphate